N-(4-chloro-quinolin-8-yl)-5-methylpyridine-2-sulfonamide ClC1=CC=NC2=C(C=CC=C12)NS(=O)(=O)C1=NC=C(C=C1)C